C(C)(=O)O[C@@H]1[C@H]([C@H](N(C1)C(=O)OC(C)(C)C)CC1=CC=C(C=C1)C1=CN=CS1)OC(NCC1=CC(=CC=C1)F)=O tert-butyl (2R,3S,4S)-4-(acetyloxy)-3-({[(3-fluorophenyl)methyl]carbamoyl}oxy)-2-{[4-(1,3-thiazol-5-yl)phenyl]methyl}pyrrolidine-1-carboxylate